[Ru](Cl)Cl.C(C1=CC=CC=C1)(P(C1CCCCC1)(C1CCCCC1)C1CCCCC1)P(C1CCCCC1)(C1CCCCC1)C1CCCCC1 benzylidene-bis(tricyclohexylphosphine) ruthenium dichloride